cis-N-(4-chloro-3-((1R,2S)-2-cyanocyclobutyl)phenyl)-3-methyl-6-azabicyclo[3.1.1]heptane-6-carboxamide ClC1=C(C=C(C=C1)NC(=O)N1C2CC(CC1C2)C)[C@H]2[C@H](CC2)C#N